COC1=CC=C(C=N1)OC1CCN(CC1)C1=C(C=C2C(=N1)CN(C2)C(=O)C=2NC=CC2)C (2-(4-((6-methoxypyridin-3-yl)oxy)piperidin-1-yl)-3-methyl-5,7-dihydro-6H-pyrrolo[3,4-b]pyridin-6-yl)(1H-pyrrol-2-yl)methanone